C(#N)C(=CC1=CC=C(C(=O)O)C=C1)C#N 4-(2,2-Dicyanovinyl)benzoic acid